N(CCCC(=O)OC(C)(C)C)CCCC(=O)OC(C)(C)C di-tert-butyl 4,4'-azanediyldibutyrate